C(C)(C)(C)OC(=O)N(C(=O)OC(C)(C)C)C1=C2N=CN(C2=NC(=N1)Cl)C(=O)OC(C)(C)C tert-butyl 6-(N,N'-bis(tert-butoxycarbonyl) amino)-2-chloro-9H-purine-9-carboxylate